OC1=NC(=CC(=C1)C(F)(F)F)[N+](=O)[O-] 2-hydroxy-6-nitro-4-trifluoromethylpyridine